(5-bromo-2-furyl)-(1,3,4,5-tetrahydropyrido[4,3-b]indol-2-yl)methanone BrC1=CC=C(O1)C(=O)N1CC2=C(NC=3C=CC=CC23)CC1